C(C=C)(=O)ON[C@@H](CC1=CC=CC=C1)C(=O)O acryloyloxyphenylalanin